C1(CC1)C=1C=CC(=NC1)OC1CN(C1)C(=O)N1CC2(C1)CC(C2)N2N=C(N=C2)C2CC2 [3-[(5-cyclopropyl-2-pyridinyl)oxy]azetidin-1-yl]-[6-(3-cyclopropyl-1,2,4-triazol-1-yl)-2-azaspiro[3.3]heptan-2-yl]methanone